N1=C(C(=CC=C1)C=1C=CC=2N(C1)C(=CN2)C(=O)N)C2=NC=CC=C2 6-([2,2'-bipyridin]-3-yl)imidazo[1,2-a]pyridine-3-carboxamide